Cl.N(=NC(C)(C)N)C(C)(C)N 2,2'-azobis-(2-aminopropane) hydrochloride